FC=1CC(C=CC1)(C)C 1-fluoro-3,3-dimethylbenzene